C(CCC)N1SC2=C(C1=O)C=CC=C2 N-(n-butyl)-1,2-benzisothiazol-3-one